phosphonodi-amidate P(=O)(N)N